C(C)(C)OC=1C=CC(=NC1)C1=NSC(=N1)NC1=NC=CC=C1N(C(=O)C1CCCC1)C N-(2-(3-(5-isopropoxy-pyridin-2-yl)-1,2,4-thiadiazol-5-ylamino)pyridin-3-yl)-N-methylcyclopentane-carboxamide